2-(2-((2,3-dihydrobenzo[b][1,4]dioxin-6-yl)amino)-2-oxoethoxy)-N-(2-oxo-2-phenylethyl)benzamide O1C2=C(OCC1)C=C(C=C2)NC(COC2=C(C(=O)NCC(C1=CC=CC=C1)=O)C=CC=C2)=O